phthalimidyl glutarate C(CCCC(=O)[O-])(=O)ON1C(C=2C(C1=O)=CC=CC2)=O